3-Cyclopentyl-7-(3-(2,2-difluorobenzo[d][1,3]dioxol-5-yl)-1H-pyrazolo[3,4]pyridin-5-yl)-2,3,4,5-tetrahydro-1H-benzoazepine C1(CCCC1)C1CNC2=C(CC1)C=C(C=C2)C2=NC1=C(C=C2)NN=C1C1=CC2=C(OC(O2)(F)F)C=C1